The molecule is a tellurium oxoanion that is the conjugate base of methanetelluronic acid. It is a conjugate base of a methyltelluronic acid. C[Te](=O)(=O)[O-]